((1r,4r)-methyl 4-(5-(6-(3-cyanopyrrolo[1,2-b]pyridazin-7-yl)-4-(isopropylamino) pyridin-3-yl)-1,3,4-thiadiazol-2-yl) cyclohexyl) carbamate C(N)(OC1(CCC(CC1)C=1SC(=NN1)C=1C=NC(=CC1NC(C)C)C1=CC=C2N1N=CC(=C2)C#N)C)=O